CC1=NNC(=C1C1=CC=C(C2=C1N=CS2)C(F)(F)F)C 4-(3,5-dimethyl-1H-pyrazol-4-yl)-7-(trifluoromethyl)-1,3-benzothiazole